2-(prop-2-yn-1-yloxy)oxane C(C#C)OC1OCCCC1